FC1=C(C(=CC=C1)F)C1=CC(=C(N=N1)C(=O)N)NC1=CC2=CN(C=C2C=C1)C 6-(2,6-Difluorophenyl)-4-((2-methylisoindol-5-yl)amino)pyridazine-3-carboxamide